The molecule is an N-acyl-(2S)-hydroxyglycinate resulting from the deprotonation of the carboxy group of N-octanoyl-(2S)-hydroxyglycine. The major species at pH 7.3. It is a conjugate base of a N-octanoyl-(2S)-hydroxyglycine. CCCCCCCC(=O)N[C@H](C(=O)[O-])O